3-[(4-Hydroxy-N-[3-[6-[(3S)-3-(morpholinomethyl)-3,4-dihydro-1H-isoquinoline-2-carbonyl]-1,3-benzodioxol-5-yl]-5,6,7,8-tetrahydroindolizine-1-carbonyl]anilino)methyl]benzoic acid OC1=CC=C(N(C(=O)C=2C=C(N3CCCCC23)C2=CC3=C(OCO3)C=C2C(=O)N2CC3=CC=CC=C3C[C@H]2CN2CCOCC2)CC=2C=C(C(=O)O)C=CC2)C=C1